diethyl cyclohexa-1,4-diene-1,2-dicarboxylate C1(=C(CC=CC1)C(=O)OCC)C(=O)OCC